N1=C(C=CC=C1)N1CC(CCC1)C(=O)O (pyridin-2-yl)piperidine-3-carboxylic acid